CN1CCN(CC1)C1=C(C=C(C=C1)[N+](=O)[O-])COCCOC1OC=CC=C1 1-methyl-4-(4-nitro-2-((2-(pyran-2-yloxy)ethoxy)methyl)phenyl)piperazine